[Co].C(C=1C(C#N)=CC=CC1)#N phthalonitrile cobalt